BrCCCCCC(=O)OCC(CCCCCCCC)CCCCCC 2-hexyldecyl 6-bromohexanoate